C(C)N(S(=O)(=O)C=1C=C2COCC2=CC1)[C@H](C(F)(F)F)C1=CC=C(C=C1)F (S)-N-ethyl-N-(2,2,2-trifluoro-1-(4-fluorophenyl)ethyl)-1,3-dihydroisobenzofuran-5-sulfonamide